[Na].OC1=C(C=CC=C1)O o-hydroxyphenol sodium salt